COC(C1=C(C=C(C=C1)C1=CC=CC=2CN(COC21)C(C2=C(C=C(C=C2Cl)F)Cl)=O)N2CCOCC2)=O 4-[3-(2,6-Dichloro-4-fluorobenzoyl)-2,4-dihydro-1,3-benzoxazin-8-yl]-2-morpholin-4-ylbenzoic acid methyl ester